(2R,3R,4R)-2,3,4,5-Tetrakis(allyloxy)pentanal C(C=C)O[C@@H](C=O)[C@@H]([C@@H](COCC=C)OCC=C)OCC=C